(3-chloro-2-fluorophenyl)amine ClC=1C(=C(C=CC1)N)F